FC1(CN(CCO1)C1=NC=2N(C=C1)N=CC2C(=O)OCC)F Ethyl 5-(2,2-difluoromorpholin-4-yl)pyrazolo[1,5-a]pyrimidine-3-carboxylate